FC(C(=O)O)(F)F.C(#N)C1=C(C=CC(=C1)N1CCOCC1)NC(=O)C=1C=NN2C1N=C(C=C2)N[C@H]2CNCC2 (R)-N-(2-cyano-4-morpholinophenyl)-5-(pyrrolidin-3-ylamino)pyrazolo[1,5-a]pyrimidine-3-carboxamide trifluoroacetate salt